7-chloro-3-(2-fluoroprop-2-yl)-5-phenyl-1H-benzo[e][1,4]diazepin-2(3H)-one ClC1=CC2=C(NC(C(N=C2C2=CC=CC=C2)C(C)(C)F)=O)C=C1